C(C1=CC=CC=C1)S(=O)C1=NC=C(C=C1)Br 2-benzylsulfinyl-5-bromopyridine